5-fluoro-4-(2-fluoro-4-iodoanilino)-1-[[3-fluoro-2-(methylsulfamoylamino)pyridin-4-yl]methyl]-6-oxopyridine-3-carboxamide FC1=C(C(=CN(C1=O)CC1=C(C(=NC=C1)NS(NC)(=O)=O)F)C(=O)N)NC1=C(C=C(C=C1)I)F